(2S)-2-[5-(1-Cyclopropyl-1H-pyrazol-5-yl)-1,3,4-thiadiazol-2-yl]-1,1-difluoro-6-azaspiro[2.5]octan-6-sulfonamid C1(CC1)N1N=CC=C1C1=NN=C(S1)[C@@H]1C(C12CCN(CC2)S(=O)(=O)N)(F)F